C(CCCCCCSC(CC(C)=O)(C)C)SC(CC(C)=O)(C)C 4,4'-(heptane-1,7-diylbis(sulfanediyl))bis(4-methylpentan-2-one)